N-(3-(6-(5-methyl-1H-pyrazol-3-ylamino)-4-phenylpyridin-2-yl)phenyl)acrylamide CC1=CC(=NN1)NC1=CC(=CC(=N1)C=1C=C(C=CC1)NC(C=C)=O)C1=CC=CC=C1